5-(3-fluoro-1H-pyrazol-4-yl)pyridin-3-ol tert-butyl-((1s,3s)-3-(4-(2-(4-((2-(5-methyl-1,2,4-oxadiazol-3-yl)Pyrimidin-5-yl)oxy)phenyl)propan-2-yl)phenoxy)cyclobutyl)carbamate C(C)(C)(C)N(C(=O)OC=1C=NC=C(C1)C=1C(=NNC1)F)C1CC(C1)OC1=CC=C(C=C1)C(C)(C)C1=CC=C(C=C1)OC=1C=NC(=NC1)C1=NOC(=N1)C